methyl 3-((3-(2-(benzyloxy)ethoxy)propyl)amino)-2-nitrobenzoate C(C1=CC=CC=C1)OCCOCCCNC=1C(=C(C(=O)OC)C=CC1)[N+](=O)[O-]